FC=1C=C(C=C(C1)F)[C@@H]1CCN2N1C(C1(C2)CCN(CC1)C1=NC(=C(C=C1)F)C)=O (S)-7'-(3,5-difluorophenyl)-1-(5-fluoro-6-methylpyridin-2-yl)dihydro-1'H,3'H,5'H-spiro[piperidine-4,2'-pyrazolo[1,2-a]pyrazol]-1'-one